1-(4-(6-chloro-7-(2,3-dihydrobenzo[b][1,4]dioxin-5-yl)quinazolin-4-yl)piperazin-1-yl)prop-2-en-1-one ClC=1C=C2C(=NC=NC2=CC1C1=CC=CC=2OCCOC21)N2CCN(CC2)C(C=C)=O